OC1CCN(CC1)C(=O)OCCCC butyl 4-hydroxypiperidine-1-carboxylate